1-((S)-4-(6-chloro-8-fluoro-2-(((S)-1-methylpyrrolidin-2-yl)methoxy)-7-(5,6,7,8-tetrahydronaphthalen-1-yl)quinazolin-4-yl)-3-methylpiperazin-1-yl)prop-2-en-1-one ClC=1C=C2C(=NC(=NC2=C(C1C1=CC=CC=2CCCCC12)F)OC[C@H]1N(CCC1)C)N1[C@H](CN(CC1)C(C=C)=O)C